FC([C@@H]1O[C@@H](CNC1)CO)(F)F ((2S,6R)-6-(trifluoromethyl)morpholin-2-yl)methanol